4-((4-((4,4-dimethylpiperidin-1-yl)methyl)benzyloxy)-1-oxoisoindolin-2-yl)-3-methylpiperidine-2,6-dione tert-Butyl-2-(((allyloxy)carbonyl)(ethyl)amino)-3-(p-tolyl)propanoate C(C)(C)(C)OC(C(CC1=CC=C(C=C1)C)N(CC)C(=O)OCC=C)=O.CC1(CCN(CC1)CC1=CC=C(COC2N(C(C3=CC=CC=C23)=O)C2C(C(NC(C2)=O)=O)C)C=C1)C